Butylthiocyanate C(CCC)SC#N